2,4-dimethylcyclohexene-3-formaldehyde CC1=CCCC(C1C=O)C